BrC=1C=C(C=CC1)N1CC(CC1)O 1-(3-bromophenyl)pyrrolidin-3-ol